4-hydroxymethyl-3,5-dimethoxyphenol OCC1=C(C=C(C=C1OC)O)OC